ClC=1C=CC(=C(C1)C1=C(C=NC(=C1)C)C(=O)NC=1SC=2C(=NC=C(N2)N2C3CC(CC2CC3)C#N)N1)OC 4-(5-chloro-2-methoxy-phenyl)-N-[6-(3-cyano-8-azabicyclo[3.2.1]oct-8-yl)thiazolo[4,5-b]pyrazin-2-yl]-6-methyl-pyridine-3-carboxamide